1-[(2-nitrophenyl)sulfonyl]-1H-pyrrole-2-carbaldehyde [N+](=O)([O-])C1=C(C=CC=C1)S(=O)(=O)N1C(=CC=C1)C=O